Ethyl 6-bromo-3-[(3S)-4-[(S)-tert-butylsulfinyl]imino-3-methyl-2-oxa-8-azaspiro[4.5]decan-8-yl]-5-methyl-pyrazine-2-carboxylate BrC1=C(N=C(C(=N1)C(=O)OCC)N1CCC2(C([C@@H](OC2)C)=N[S@@](=O)C(C)(C)C)CC1)C